1-(tert-butyl) 2-methyl (2S,5R)-5-(4-(benzyloxy)phenyl)pyrrolidine-1,2-dicarboxylate C(C1=CC=CC=C1)OC1=CC=C(C=C1)[C@H]1CC[C@H](N1C(=O)OC(C)(C)C)C(=O)OC